Octahydrophenanthrene-2,7-diol C1C(CCC2C3CCC(=CC3=CC=C12)O)O